2-chloro-6-fluoro-1,3-benzothiazole ClC=1SC2=C(N1)C=CC(=C2)F